1,3-diamino-2-propenol NC(C=CN)O